ClC=1C=CC(=C(C1)C1=CC(=C(N=N1)SCCO)NC1=CC(=NC=C1)NC(CN1C2CN(C(C1)C2)C)=O)F N-(4-{[6-(5-chloro-2-fluorophenyl)-3-[(2-hydroxyethyl)sulfanyl]pyridazin-4-yl]amino}pyridin-2-yl)-2-{5-methyl-2,5-diazabicyclo[2.2.1]heptan-2-yl}acetamide